tert-butyl 6-[(7-tetrahydropyran-2-yloxyspiro[3.5]nonan-2-yl)methyl]pyridazine-3-carboxylate O1C(CCCC1)OC1CCC2(CC(C2)CC2=CC=C(N=N2)C(=O)OC(C)(C)C)CC1